C(C)(C)C1=CC=C(C=O)C=C1 4-Isopropylbenzaldehyd